(2S,3S,4R,5R)-5-(4-amino-7H-pyrrolo[2,3-d]pyrimidin-7-yl)-N-(3-(aminomethyl)phenyl)-3,4-dihydroxy-3-methyltetrahydrofuran-2-carboxamide NC=1C2=C(N=CN1)N(C=C2)[C@H]2[C@@H]([C@]([C@H](O2)C(=O)NC2=CC(=CC=C2)CN)(C)O)O